tert-butyl (S)-7-(3-((3,3-difluorocyclobutyl)carbamoyl)-5-(3,5-difluorophenyl)pyridin-4-yl)-1,7-diazaspiro[4.4]nonane-1-carboxylate FC1(CC(C1)NC(=O)C=1C=NC=C(C1N1C[C@]2(CCCN2C(=O)OC(C)(C)C)CC1)C1=CC(=CC(=C1)F)F)F